bromo-6-[3-(3,6-dichloro-5-methyl-pyridazin-4-yl)propylamino]pyridine-2-carboxylic acid BrC=1C(=NC(=CC1)NCCCC1=C(N=NC(=C1C)Cl)Cl)C(=O)O